FC1=C(C(=C2C=CNC2=C1F)S(=O)(=O)C)OC=1C=CC(=C(C1)C=1NC=C(N1)C1(CCOC2=C(C=CC=C12)[C@@H]1C(CCC1)C(=O)O)C)F (2S)-2-(4-(2-(5-((6,7-difluoro-4-(methylsulfonyl)-1H-indol-5-yl)oxy)-2-fluorophenyl)-1H-imidazol-4-yl)-4-methylchroman-8-yl)cyclopentane-1-carboxylic acid